C1(CC1)COC1=C(C=CC(=C1)C(F)(F)F)/C=C/C(=O)NC1=CC=CC=2NC(NC21)=O (E)-3-(2-(cyclopropylmethoxy)-4-(trifluoromethyl)phenyl)-N-(2-oxo-2,3-dihydro-1H-benzo[d]imidazol-4-yl)acrylamide